tertiary butyl alcohol lithium [Li].C(C)(C)(C)O